1-(1-(2-(2-butoxyethoxy)ethoxy)prop-1-en-2-yl)-3-(1-butoxyprop-1-en-2-yl)benzene C(CCC)OCCOCCOC=C(C)C1=CC(=CC=C1)C(=COCCCC)C